[N+](=O)([O-])C1=CC=C(C=C1)S(=O)(=O)NCCCCNC(OC(C)(C)C)=O tert-butyl (4-((4-nitrophenyl)-sulfonamido)-butyl)carbamate